N-(3-acetylphenyl)-5-(1-cyclohexyl-4-(4-fluorophenyl)-1H-imidazol-5-yl)furan-2-carboxamide C(C)(=O)C=1C=C(C=CC1)NC(=O)C=1OC(=CC1)C1=C(N=CN1C1CCCCC1)C1=CC=C(C=C1)F